C(C)(C)(C)C1=C(C(=CC(=C1)NC1=NC(=NC(=N1)SCCCCCCCC)SCCCCCCCC)C(C)(C)C)O 2,6-di-tert-butyl-4-[4,6-bis(octylthio)-1,3,5-triazin-2-ylamino]phenol